benzoic acid [4-(3,5-di-tert-butylbenzylidene-amino)-2-pentyl] ester C(C)(C)(C)C=1C=C(C=NC(CC(C)OC(C2=CC=CC=C2)=O)C)C=C(C1)C(C)(C)C